6-ethynyl-5,7-difluoro-1-methyl-1H-benzo[d]imidazole C(#C)C=1C(=CC2=C(N(C=N2)C)C1F)F